C1CCS(=O)(=O)OCOS1(=O)=O methylene propanedisulfonate